N-((2-(6-cyclopropyl-4-(4-fluoro-2-(4-methyl-4H-1,2,4-triazol-3-yl)phenyl)pyridin-2-yl)-7-fluorobenzo[d]oxazol-5-yl)methyl)-2-methylpropane-2-sulfinamide C1(CC1)C1=CC(=CC(=N1)C=1OC2=C(N1)C=C(C=C2F)CNS(=O)C(C)(C)C)C2=C(C=C(C=C2)F)C2=NN=CN2C